tri-tert-butylsilyl acrylate C(C=C)(=O)O[Si](C(C)(C)C)(C(C)(C)C)C(C)(C)C